C1(CCCCC1)N=C=NCCN1CCOCC1 N-cyclohexyl-N'-morpholinoethylcarbodiimide